N(=NC(C#N)(C)C)C(C#N)(C)C 2,2'-Azobis-(2-methylpropionitrile)